(3R)-3-({(1R)-2-[4,6-bis(trifluoromethyl)-1,3,5-triazin-2-yl]-6-chloro-2,3,4,9-tetrahydro-1H-pyrido[3,4-b]indol-1-yl}methyl)-1-methylpiperidin-2-one FC(C1=NC(=NC(=N1)C(F)(F)F)N1[C@@H](C=2NC3=CC=C(C=C3C2CC1)Cl)C[C@@H]1C(N(CCC1)C)=O)(F)F